C(C)(=O)OC(C)C1=CC(=C2C=CC=CC=C12)OC(C)=O 1,3-diacetoxyethyl-azulene